C(C1=CC=CC=C1)N1C[C@]2(CC[C@@H]([C@H]1C=O)N2C(=O)OC(C)(C)C)C tert-butyl (1R,4S,5S)-3-benzyl-4-formyl-1-methyl-3,8-diazabicyclo[3.2.1]octane-8-carboxylate